NC1=NC=NC=2N(C3=CC=C(C=C3C21)Cl)CC(=O)N2C1CC1(CC2C(=O)NC2=NC(=CC=C2)Br)C 2-(2-(4-amino-6-chloro-9H-pyrimido[4,5-b]indol-9-yl)acetyl)-N-(6-bromopyridin-2-yl)-5-methyl-2-azabicyclo[3.1.0]hexane-3-carboxamide